1-(4-methoxyphenyl)-7-oxo-6-[4-(2-oxo-piperidine-1-yl)phenyl]-4,5,6,7-tetrahydro-1H-pyrazolo[3,4-c]pyridine-3-carboxamide COC1=CC=C(C=C1)N1N=C(C2=C1C(N(CC2)C2=CC=C(C=C2)N2C(CCCC2)=O)=O)C(=O)N